C(#N)C=1C=C(C=NC1)S(=O)(=O)NC(C(F)(F)F)C1=CC(=C(C=C1)F)OC 5-cyano-N-(2,2,2-trifluoro-1-(4-fluoro-3-methoxyphenyl)ethyl)pyridine-3-sulfonamide